tert-butyl 2-(2-(2-ethyl-5-(methoxycarbonyl)phenylsulfonamido)-4-(trifluoromethyl)phenyl)pyrrolidine-1-carboxylate C(C)C1=C(C=C(C=C1)C(=O)OC)S(=O)(=O)NC1=C(C=CC(=C1)C(F)(F)F)C1N(CCC1)C(=O)OC(C)(C)C